OC1=C2C(CC(OC2=CC(=C1C)O)C1=CC=C(C=C1)O)=O 5,7-dihydroxy-2-(4-hydroxyphenyl)-6-methyl-chroman-4-one